(±)-tert-butyl ((7-(1-((2S,6S)-2-methyl-6-(5-(trifluoromethyl)pyridin-2-yl)piperidine-1-carbonyl)cyclopropyl)-4-oxo-3,4-dihydrophthalazin-1-yl)methyl)carbamate C[C@@H]1N([C@@H](CCC1)C1=NC=C(C=C1)C(F)(F)F)C(=O)C1(CC1)C1=CC=C2C(NN=C(C2=C1)CNC(OC(C)(C)C)=O)=O |r|